2-Amino-4-hydroxy-6-hydroxymethyldihydropteridin NC1NC2=NC=C(N=C2C(=N1)O)CO